C1(=CC=C(C=C1)C=1C(=NC=CC1)CN1CCC(CC1)C)C1=CC=CC=C1 ([1,1'-biphenyl]-4-yl)-2-((4-methylpiperidin-1-yl)methyl)pyridine